N-(bis(4-(tributylsilyl)phenyl)phosphaneyl)-N-phenyl-1-(4-(tributylsilyl)phenyl)-1-(2-(trifluoromethyl)phenyl)phosphanamine C(CCC)[Si](C1=CC=C(C=C1)P(N(P(C1=C(C=CC=C1)C(F)(F)F)C1=CC=C(C=C1)[Si](CCCC)(CCCC)CCCC)C1=CC=CC=C1)C1=CC=C(C=C1)[Si](CCCC)(CCCC)CCCC)(CCCC)CCCC